NCC=1C=C2CN(CC2=CC1)C(=O)C1C(NC(CC1)=O)=O 3-[5-(aminomethyl)-2-isoindolinoyl]-2,6-piperidinedione